OCC(=O)N1CCC(CC1)C1=NC(=NO1)C1=CC=C(C=C1)NC1=NC=C(C(=N1)NC1=C(C(=O)NC)C=CC=C1)C(F)(F)F 2-({2-[(4-{5-[1-(2-hydroxyacetyl)piperidin-4-yl]-1,2,4-oxadiazol-3-yl}phenyl)amino]-5-(trifluoromethyl)pyrimidin-4-yl}amino)-N-methylbenzamide